BrC=1C=NN(C1C1=CC=CC=C1)C1=CC(=C(C=C1)Br)OC 4-bromo-1-(4-bromo-3-methoxyphenyl)-5-phenyl-1H-pyrazole